C(C)(C)(C)OC(CC(C(C)NC(CN1C(C(C2=C(C(=CC=C12)C1CC1)F)(C)C)=O)=O)C)=O 4-[2-(5-cyclopropyl-4-fluoro-3,3-dimethyl-2-oxoindol-1-yl)acetamido]-3-methylpentanoic acid tert-butyl ester